6-bromo-1-(4-methoxybenzyl)-1H-benzo[d]imidazole BrC=1C=CC2=C(N(C=N2)CC2=CC=C(C=C2)OC)C1